5-[4-(2-aminoethyl)piperazin-1-yl]-2-(2,6-dioxopiperidin-3-yl)isoindole-1,3-dione NCCN1CCN(CC1)C=1C=C2C(N(C(C2=CC1)=O)C1C(NC(CC1)=O)=O)=O